C1(CC1)C1=NC2=CC=CC=C2C(=C1)CN1C[C@H]2CCC(N3[C@]2(CC1)OC[C@@H]3C(C)C)=O (3S,7aR,11aR)-9-[(2-cyclopropyl-4-quinolyl)methyl]-3-isopropyl-2,3,6,7,7a,8,10,11-octahydrooxazolo[2,3-j][1,6]naphthyridin-5-one